2-benzyl-2-((6-(4-fluoro-6-(isopropoxymethyl)-1H-benzo[d][1,2,3]triazol-1-yl)-1H-indazol-3-yl)methoxy)malonic acid C(C1=CC=CC=C1)C(C(=O)O)(C(=O)O)OCC1=NNC2=CC(=CC=C12)N1N=NC2=C1C=C(C=C2F)COC(C)C